CC1=C(C(CCC1)(C)C)/C=C/C(=C/C=C/C(=C/C=C/C=C(\C)/C=C/C=O)/C)/C 10'-Apo-β-carotenal